(S)-N-valeryl-N-{[2'-(1H-tetrazole-5-yl)-biphenyl-4-yl]-methyl}-valine C(CCCC)(=O)N([C@@H](C(C)C)C(=O)O)CC1=CC=C(C=C1)C1=C(C=CC=C1)C1=NN=NN1